NC1=CC=C(C=C1)/C=C/C(=O)OCC ethyl (E)-3-(4-aminophenyl)acrylate